racemic-1-(3,3-difluoro-cyclobutyl)-3-(isoquinolin-4-yl)-2-oxo-imidazoline-4-carbonitrile FC1(CC(C1)N1C(N([C@H](C1)C#N)C1=CN=CC2=CC=CC=C12)=O)F |r|